S1C(=NC2=C1C=CC=C2)NC2=CC1=C(N=N2)N(CC1)C=1SC=C(N1)C(=O)OCC ethyl 2-{3-[(1,3-benzothiazol-2-yl)amino]-5H,6H,7H-pyrrolo[2,3-c]pyridazin-7-yl}-1,3-thiazole-4-carboxylate